methyl-(Z,Z)-9,12-octadecadienoic acid CC(C(=O)O)CCCCCC\C=C/C\C=C/CCCCC